3-(trifluoromethyl)phenylzinc (II) bromide [Br-].FC(C=1C=C(C=CC1)[Zn+])(F)F